3-(7-chloroimidazo[1,2-a]pyridin-2-yl)-5-thioxo-4,5-dihydro-1,2,4-triazol-1-ide ClC1=CC=2N(C=C1)C=C(N2)C2=N[N-]C(N2)=S